2-[[6-(2,4-Difluoro-3-methyl-phenyl)pyrazolo[4,3-b]pyridin-1-yl]methyl]-5-methyl-thiazole FC1=C(C=CC(=C1C)F)C=1C=C2C(=NC1)C=NN2CC=2SC(=CN2)C